NC=1C=C2C(=CN(C2=CC1)CC1=CC(=CC=C1)C(F)(F)F)C(=O)OC methyl 5-amino-1-(3-(trifluoromethyl) benzyl)-1H-indole-3-carboxylate